NCC(=O)NC\C=C\C1=C2C(=NC=3C=C4C(=CC13)OCO4)C4=CC1=C(C(N4C2)=O)COC([C@]1(O)CC)=O (S,E)-2-amino-N-(3-(7-ethyl-7-hydroxyl-8,11-dioxo-7,8,11,13-tetrahydro-10H-[1,3]dioxolo[4,5-g]pyrano[3',4':6,7]indolizino[1,2-b]quinolin-14-yl)allyl)acetamide